N-(5-(4-(3,8-diazabicyclo[3.2.1]octan-3-yl)pyrido[3,2-d]pyrimidin-6-yl)-2-methoxypyridin-3-yl)-2,6-difluorobenzenesulfonamide trifluoroacetate FC(C(=O)O)(F)F.C12CN(CC(CC1)N2)C=2C1=C(N=CN2)C=CC(=N1)C=1C=C(C(=NC1)OC)NS(=O)(=O)C1=C(C=CC=C1F)F